(-)-N-(3-fluoro-2-(6-(4-fluorophenyl)-4-(2-hydroxypropan-2-yl)pyridin-2-yl)-2-hydroxy-3-methylButyl)-8-methoxy-3-methylcinnoline-6-carboxamide FC(C(CNC(=O)C=1C=C2C=C(N=NC2=C(C1)OC)C)(O)C1=NC(=CC(=C1)C(C)(C)O)C1=CC=C(C=C1)F)(C)C